N1(N=CN=C1)CCNC1=C(C=C(C=C1)[N+](=O)[O-])C=1C=CC=C2C=CNC12 N-(2-(1H-1,2,4-triazol-1-yl)ethyl)-2-(1H-indol-7-yl)-4-nitroaniline